(R)-3-(8-((1r,4R)-4-(4-(2-(3-amino-6-(3-fluoro-2-hydroxyphenyl)pyridazin-4-yl)pyridin-4-yl)piperazin-1-yl)cyclohexyl)-2,3-dihydro-4H-benzo[b][1,4]oxazin-4-yl)piperidine-2,6-dione NC=1N=NC(=CC1C1=NC=CC(=C1)N1CCN(CC1)C1CCC(CC1)C1=CC=CC2=C1OCCN2[C@H]2C(NC(CC2)=O)=O)C2=C(C(=CC=C2)F)O